2-[[2-(2,6-dioxo-3-piperidyl)-1-oxo-isoindolin-5-yl]methylcarbamoylamino]-4-methyl-thiophene-3-carboxylic acid O=C1NC(CCC1N1C(C2=CC=C(C=C2C1)CNC(=O)NC=1SC=C(C1C(=O)O)C)=O)=O